Dicyclohexylmethanediamine C1(CCCCC1)C(N)(N)C1CCCCC1